(R)-4-amino-N-methyl-N-(6-(trifluoromethyl)-2,3-dihydrobenzofuran-3-yl)imidazo[1,5-a]quinoxaline-8-carboxamide NC=1C=2N(C3=CC(=CC=C3N1)C(=O)N([C@H]1COC3=C1C=CC(=C3)C(F)(F)F)C)C=NC2